((((2R,3S,4R,5R)-5-(4-((3-chlorobenzyl)amino)-6-cyano-1H-pyrazolo[3,4-d]pyrimidin-1-yl)-3,4-dihydroxytetrahydrofuran-2-yl)methoxy)methyl)phosphonic acid ClC=1C=C(CNC2=C3C(=NC(=N2)C#N)N(N=C3)[C@H]3[C@@H]([C@@H]([C@H](O3)COCP(O)(O)=O)O)O)C=CC1